diethanol acetate C(C)(=O)O.C(C)O.C(C)O